OCC[C@H]1C[C@@H](CCC1)O |o1:3,5| (1R*,3S*)-3-(2-Hydroxyethyl)cyclohexan-1-ol